BrC1=CC(=C2C=NC(=NN21)N[C@H]2[C@@H](CN(CC2)C(=O)OC(C)(C)C)O)F tert-butyl (3R,4R)-4-({7-bromo-5-fluoropyrrolo[2,1-f][1,2,4]triazin-2-yl}amino)-3-hydroxypiperidine-1-carboxylate